(S)-7-(5-(2-fluoro-6-methylphenyl)-6-oxa-5,6-dihydro-1H-pyrazolo[4,3-c]pyridazin-3-yl)-10,10a-dihydro-1H-oxazolo[3,4-b]isoquinolin-3(5H)-one FC1=C(C(=CC=C1)C)N1N=C2C(=CO1)NN=C2C=2C=CC=1C[C@@H]3N(CC1C2)C(OC3)=O